(1S,2R,3S)-N-(7-chloro-6-(cis-3-cyanocyclobutyl)isoquinolin-3-yl)-2-ethyl-3-(1-methyl-1H-pyrazol-4-yl)cyclopropane-1-carboxamide ClC1=C(C=C2C=C(N=CC2=C1)NC(=O)[C@H]1[C@@H]([C@@H]1C=1C=NN(C1)C)CC)[C@@H]1C[C@@H](C1)C#N